FC=1C=C(C=CC1OC)C1=CC2=C(N(C=N2)C)C=C1NC1=C(C(C(=O)OC)=CC=C1)C(=O)OC dimethyl 3-((5-(3-fluoro-4-methoxyphenyl)-1-methyl-1H-benzo[d]imidazol-6-yl)amino)phthalate